N5-(3-amino-1-ethylpropyl)-2-methyl-1,5-pentandiamine NCCC(CC)NCCCC(CN)C